C(C)(C)(C)C1=CC=C(C=C1)C=1C=2N(C=C(N1)C#N)C=CC2 1-(4-(tert-butyl)phenyl)pyrrolo[1,2-a]pyrazine-3-carbonitrile